Trans-3-((4-(4-((((R)-1-(2-chlorophenyl)ethoxy)carbonyl)amino)-3-methylisoxazol-5-yl)phenyl)(methyl)carbamoyl)-2,2-difluorocyclopropane-1-carboxylic acid ClC1=C(C=CC=C1)[C@@H](C)OC(=O)NC=1C(=NOC1C1=CC=C(C=C1)N(C(=O)[C@@H]1C([C@H]1C(=O)O)(F)F)C)C